6-amino-2-(3,5-dichloro-4-((4-methyl-2-(6-bromopyridine-3-yl)quinolin-6-yl)oxy)phenyl)-1,2,4-triazine-3,5(2H,4H)-dione NC=1C(NC(N(N1)C1=CC(=C(C(=C1)Cl)OC=1C=C2C(=CC(=NC2=CC1)C=1C=NC(=CC1)Br)C)Cl)=O)=O